methyl 1-(2-((2-chloro-4-fluorophenyl) amino)-5-methylpyrimidin-4-yl)-1H-pyrrole-3-carboxylate ClC1=C(C=CC(=C1)F)NC1=NC=C(C(=N1)N1C=C(C=C1)C(=O)OC)C